(S)-N-[(S)-6,7-dihydro-5H-cyclopenta[b]pyridin-5-yl]-2-methylpropan-2-sulfinamide N1=C2C(=CC=C1)[C@H](CC2)N[S@@](=O)C(C)(C)C